CC=1SC(=CC1CCC1(CN(CC1)C1(CC1)C=1C=CC(=NC1)C)COCC)C 5-(1-(3-(2-(2,5-dimethyl-thiophen-3-yl)ethyl)-3-(ethoxymethyl)pyrrolidin-1-yl)cyclopropyl)-2-methylpyridine